C(C)(C)(C)OC(NCC(CC)OC1=C(C=C(C=C1)F)C)=O (2-(4-fluoro-2-methylphenoxy)butyl)carbamic acid tert-butyl ester